N1,N6-bis(3-mercapto-3-methyl-1-morpholino-1-oxobutan-2-yl)adipamide SC(C(C(=O)N1CCOCC1)NC(CCCCC(=O)NC(C(N1CCOCC1)=O)C(C)(S)C)=O)(C)C